N-isopropyl-N-(pyrazolo[1,5-a]pyridin-5-ylmethyl)-2-((4-(1-(trifluoromethyl)cyclopropyl)phenyl)amino)acetamide C(C)(C)N(C(CNC1=CC=C(C=C1)C1(CC1)C(F)(F)F)=O)CC1=CC=2N(C=C1)N=CC2